tert-butyl 8-((3-(2,6-bis(benzyloxy)pyridin-3-yl)-1-methyl-1H-indazol-6-yl)amino)-2-azaspiro[4.5]decane-2-carboxylate C(C1=CC=CC=C1)OC1=NC(=CC=C1C1=NN(C2=CC(=CC=C12)NC1CCC2(CCN(C2)C(=O)OC(C)(C)C)CC1)C)OCC1=CC=CC=C1